tri-methyl-N-isopropylamine CC(C(C)(N)C)C